O.OC(C(=O)[O-])C(C)(C)O.[Na+] (±)-Sodium 2,3-dihydroxyisovalerate hydrate